The molecule is a flavonoid oxoanion obtained by deprotonation of the 5-hydroxy group of 3',5-dihydroxy-3,4',7-trimethoxyflavone. It is the major microspecies at pH 7.3 (according to Marvin v 6.2.0.). It is a conjugate base of a 3',5-dihydroxy-3,4',7-trimethoxyflavone. COC1=C(C=C(C=C1)C2=C(C(=O)C3=C(C=C(C=C3O2)OC)[O-])OC)O